BrC1=C(C=C2C=NN(C2=C1)C(C(C)(C)C)=O)NC1=CC=C(C=C1)F 1-[6-bromo-5-(4-fluoroanilino)indazol-1-yl]-2,2-dimethyl-propan-1-one